2-oxo-1,2-dihydropyrido[3,2-d]-pyrimidine-6-carbonitrile O=C1N=CC2=C(N1)C=CC(=N2)C#N